C=CC(CCC)O 1-hexen-3-ol